(4-methylphenoxy)acetic acid CC1=CC=C(OCC(=O)O)C=C1